ClC=1C=NC(=NC1)CN1C(=NC(=C1)C#N)CC1COCC1 1-[(5-chloropyrimidin-2-yl)methyl]-2-(tetrahydrofuran-3-ylmethyl)imidazole-4-carbonitrile